NC1CCC(CC1)(C(=O)OCC)C ethyl 4-amino-1-methylcyclohexanecarboxylate